C(C)(=O)C1=CC=C(N=N1)OC1=CC=C(C=C1)C(C)(C)C1=CC=C(OC2CC(C2)NC(OC(C)(C)C)=O)C=C1 tert-butyl ((1s,3s)-3-(4-(2-(4-((6-acetylpyridazine-3-yl)oxy)phenyl) propan-2-yl)phenoxy)cyclobutyl)carbamate